2-(3-(2,6-dioxopiperidin-3-yl)-1H-indazol-1-yl)-N-(3-ethylisoxazol-5-yl)-acetamide O=C1NC(CCC1C1=NN(C2=CC=CC=C12)CC(=O)NC1=CC(=NO1)CC)=O